COC=1C(=NC(=CN1)C(=C)C)N methoxy-6-(prop-1-en-2-yl)pyrazin-2-amine